(S)-quinuclidin-3-yl (2,2-diethyl-5-(3-ethylphenyl)-2,3-dihydro-1H-inden-1-yl)carbamat C(C)C1(C(C2=CC=C(C=C2C1)C1=CC(=CC=C1)CC)NC(O[C@@H]1CN2CCC1CC2)=O)CC